(S)-methyl 3-((R)-5,5-dimethyl-2-oxopyrrolidin-3-yl)-2-((S)-2-(4-methoxy-1H-indole-2-carboxamido)-4,4-dimethylpentanamido)propanoate CC1(C[C@H](C(N1)=O)C[C@@H](C(=O)OC)NC([C@H](CC(C)(C)C)NC(=O)C=1NC2=CC=CC(=C2C1)OC)=O)C